CS(=O)(=O)OCCC1CCC(CC1)OC 2-((1r,4r)-4-methoxycyclohexyl)ethyl methanesulfonate